BrC=1C=C(C=NC(C(=O)O)CC2=CC=C(C=C2)O)C=C(C1)OC(C1=CC=C(C=C1)C)=O 2-(3-bromo-5-(4-methylbenzoyloxy)benzylideneamino)-3-(4-hydroxyphenyl)propanoic acid